FC(C1CN(CCN1C(=O)N1N=C(C=C1)C)C(=O)OC(C)(C)C)F tert-butyl 3-(difluoromethyl)-4-(3-methyl-1H-pyrazole-1-carbonyl)piperazine-1-carboxylate